(6-chloro-2-(phenylamino)pyridin-3-yl)methanone ClC1=CC=C(C(=N1)NC1=CC=CC=C1)C=O